ClC=1C=2N(C=C(N1)Cl)N=CC2I 4,6-dichloro-3-iodo-pyrazolo[1,5-a]pyrazine